2-[7-[[4-(trifluoromethylsulfonyl)phenyl]methyl]-2,7-diazaspiro[3.4]octane-2-carbonyl]-8-oxa-2,5-diazaspiro[3.5]nonan-6-one FC(S(=O)(=O)C1=CC=C(C=C1)CN1CCC2(CN(C2)C(=O)N2CC3(C2)NC(COC3)=O)C1)(F)F